ClC=1N=C(C2=C(N1)NC(C21CCCC1)=O)Cl 2',4'-dichloro-6',7'-dihydrospiro[cyclopentane-1,5'-pyrrolo[2,3-d]pyrimidin]-6'-one